Tert-butyl N-tert-butoxycarbonyl-N-[7-[[2-[ethyl (1-isoquinolylmethyl)amino]-2-oxo-acetyl]amino]-2-tetrahydropyran-2-yl-pyrazolo[4,3-c]pyridin-4-yl]carbamate C(C)(C)(C)OC(=O)N(C(OC(C)(C)C)=O)C1=NC=C(C=2C1=CN(N2)C2OCCCC2)NC(C(=O)N(CC2=NC=CC1=CC=CC=C21)CC)=O